2,2-diphenyl-butyramide C1(=CC=CC=C1)C(C(=O)N)(CC)C1=CC=CC=C1